(R)-6-(1-(difluoromethyl)cyclopropyl)-4-((1-(indolizin-5-yl)ethyl)amino)-2-methyl-2,6-dihydropyrido[3,4-d]pyridazine-1,7-dione FC(C1(CC1)N1C=C2C(=NN(C(C2=CC1=O)=O)C)N[C@H](C)C=1N2C=CC=C2C=CC1)F